COC=1C(=CC(=C(C1)N1CCC2(OCCO2)CC1)C=1C=NN(C1)C)[N+](=O)[O-] 8-(5-methoxy-2-(1-methyl-1H-pyrazol-4-yl)-4-nitrophenyl)-1,4-dioxa-8-azaspiro[4.5]decane